(dimethylsilyloxy)phenylsilane C[SiH](O[SiH2]C1=CC=CC=C1)C